CN(C1CCCCC1)CC1=C(C(=CC(=C1)Br)Cl)N methyl-N-cyclohexyl-2-amino-3-chloro-5-bromobenzylamine